FC1(C[C@H](CCC1)[C@@H](C(=O)NC1=CC=C(C=C1)C=1C(=[N+](C=CC1C(F)(F)F)[O-])C)NC(=O)C=1C(=NOC1)C)F 3-(4-((S)-2-((S)-3,3-difluorocyclohexyl)-2-(3-methylisoxazole-4-carboxamido)acetamido)phenyl)-2-methyl-4-(trifluoromethyl)pyridine 1-oxide